acetyl-2,4,5-trimethylaniline C(C)(=O)NC1=C(C=C(C(=C1)C)C)C